CC1=C(C=CC(=C1)N1C[C@H](CC1)OC1=NC=C(C=C1)C(F)(F)F)C1=CC=CC=C1 (S)-methyl-4-(3-(5-(trifluoromethyl)pyridin-2-yloxy)pyrrolidin-1-yl)biphenyl